2-(difluoromethyl)-5-(6-((4-(p-tolyl)-1H-1,2,3-triazol-1-yl)methyl)pyridin-3-yl)-1,3,4-oxadiazole FC(C=1OC(=NN1)C=1C=NC(=CC1)CN1N=NC(=C1)C1=CC=C(C=C1)C)F